FC(C(=O)O)(F)F.C(CC)=O propan-1-one, trifluoroacetate salt